CC1=CC[C@@H](CC1)C(=C)C (R)-1-methyl-4-(1-methyl-vinyl)cyclohexene